C(#N)C1(CCN(CC1)C(=O)OC(C)(C)C)CCOC tert-butyl 4-cyano-4-(2-methoxyethyl)piperidine-1-carboxylate